6-cyano-2-(4'-cyanophenyl)indole C(#N)C1=CC=C2C=C(NC2=C1)C1=CC=C(C=C1)C#N